1-[2-(isopropylamino)propyl]pyrrolidin-2-one C(C)(C)NC(CN1C(CCC1)=O)C